C(CC)C=1C=C(C=CC1O)S(=O)(=O)C1=CC(=C(C=C1)O)CCC bis(3-propyl-4-hydroxyphenyl) sulfone